C(C)(CC)C1N(C2=CC=CC=C2NC1=O)C(=O)NC1CCN(CC1)CCO 2-(sec-butyl)-N-(1-(2-hydroxyethyl)piperidin-4-yl)-3-oxo-3,4-dihydroquinoxaline-1(2H)-carboxamide